C(C=C)(=O)NCCCN1N(C(C(=C(C1=O)Br)Br)=O)CCC(=O)ON1C(CCC1=O)=O 2,5-dioxopyrrolidin-1-yl 3-(2-(3-acrylamidopropyl)-4,5-dibromo-3,6-dioxo-3,6-dihydropyridazin-1(2H)-yl)propanoate